O1C(C=CC2=C1C=C1C(=C2)C2=C(O1)C=CC=C2)=O 2H-Benzofuro(3,2-g)-1-benzopyran-2-one